5-methyl-N-[4-methyl-5-({4-[(2S)-2-{[8-(pyridin-3-yl)quinazolin-4-yl]amino}propyl]piperazin-1-yl}sulfonyl)-1,3-thiazol-2-yl]-1,2-oxazole-3-carboxamide CC1=CC(=NO1)C(=O)NC=1SC(=C(N1)C)S(=O)(=O)N1CCN(CC1)C[C@H](C)NC1=NC=NC2=C(C=CC=C12)C=1C=NC=CC1